(R)-N-(3-bromo-2-chloro-4-methyl-6-(methylamino)phenyl)-2-methoxypropanamide BrC=1C(=C(C(=CC1C)NC)NC([C@@H](C)OC)=O)Cl